C(#N)C1(CC1)CNC(C1=CC=C(C=C1)C1=NC(=NC=C1C)NC=1C=NN(C1)C1CCN(CC1)C(=O)C1CC1)=O N-((1-cyanocyclopropyl)methyl)-4-(2-((1-(1-(cyclopropanecarbonyl)piperidin-4-yl)-1H-pyrazol-4-yl)amino)-5-methylpyrimidin-4-yl)benzamide